[C@H](C)(CC)[C@@H]1N(CC2=C(NC1=O)C=CC=C2)CC#N 2-((S)-3-((S)-sec-butyl)-2-oxo-1,2,3,5-tetrahydro-4H-benzo[e][1,4]diazepin-4-yl)acetonitrile